3-(2-((Tert-Butyldiphenylsilyl)oxy)ethyl)-2-(1-(cyclopropylmethyl)-1H-indol-2-yl)-4-methoxybenzo[b]thiophene-6-carboxylic acid ethyl ester C(C)OC(=O)C=1C=C(C2=C(SC(=C2CCO[Si](C2=CC=CC=C2)(C2=CC=CC=C2)C(C)(C)C)C=2N(C3=CC=CC=C3C2)CC2CC2)C1)OC